Tert-butyl (R)-7-(2-ethoxy-2-oxoacetyl)-2-fluoro-6-methyl-2,3-dihydro-1H-pyrrolizine-5-carboxylate C(C)OC(C(=O)C=1C(=C(N2C[C@@H](CC12)F)C(=O)OC(C)(C)C)C)=O